[Na].OCC(CO)OCN1C=2N=C(NC(C2N=C1)=O)N 9-(1,3-dihydroxy-2-propoxymethyl)-guanine sodium